CC1(OB(OC1(C)C)C=1C=C2CCNC(C2=CC1)C(F)(F)F)C 6-(4,4,5,5-tetramethyl-1,3,2-dioxaborolan-2-yl)-1-(trifluoromethyl)-1,2,3,4-tetrahydroisoquinoline